OC1(CC(C1)C(=O)N1CC2(C1)CC(C2)CC2=CC=C(C=C2)C(F)(F)F)C ((1s,3s)-3-hydroxy-3-methylcyclobutyl)(6-(4-(trifluoromethyl)benzyl)-2-azaspiro[3.3]Hept-2-yl)methanone